R-glutamic acid N[C@H](CCC(=O)O)C(=O)O